N[C@H](C1CCN(CC1)C(=O)OC(C)(C)C)C1=CC=C(C=C1)Cl tert-butyl 4-[(R)-amino-(4-chlorophenyl)methyl]piperidine-1-carboxylate